FC1=C(C=C(N)C=C1)S(F)(F)(F)(F)F 4-Fluoro-3-(pentafluoro-λ6-sulfaneyl)aniline